N1(C=NC2=C1C=CC=C2)[C@H]2CC1=CC[C@H]3[C@@H]4CC=C([C@@]4(C)CC[C@@H]3[C@]1(CC2)C)N2C=NC1=C2C=CC=C1 3α-(1H-benzimidazol-1-yl)-17-(1H-benzimidazol-1-yl)androsta-5,16-diene